C(C1=CC=CC=C1)OC=1C=NC(=NC1)CCl 5-benzyloxy-2-(chloromethyl)pyrimidine